CN1C=C(C=CC1=O)B(O)O 1-methyl-6-oxopyridin-3-yl-boronic acid